(Z)-(4-(1-(4-((5-(4-(2-(2,6-dioxopiperidin-3-yl)-1-oxoisoindolin-5-yl)piperazin-1-yl)pentyl)oxy)phenyl)-2-phenylbut-1-en-1-yl)phenyl)boronic acid O=C1NC(CCC1N1C(C2=CC=C(C=C2C1)N1CCN(CC1)CCCCCOC1=CC=C(C=C1)\C(=C(\CC)/C1=CC=CC=C1)\C1=CC=C(C=C1)B(O)O)=O)=O